2-(3,3-difluoro-4-(1-(4-methoxybenzyl)-1H-pyrazol-4-yl)piperidin-1-yl)-N-(5-(2,4-difluorophenoxy)pyrazin-2-yl)propanamide n-octadecyl-3-(3,5-di-tert-butyl-4-hydroxyphenyl)-propionate C(CCCCCCCCCCCCCCCCC)OC(CCC1=CC(=C(C(=C1)C(C)(C)C)O)C(C)(C)C)=O.FC1(CN(CCC1C=1C=NN(C1)CC1=CC=C(C=C1)OC)C(C(=O)NC1=NC=C(N=C1)OC1=C(C=C(C=C1)F)F)C)F